N1=COCC2=C1N=CN=C2 4H-pyrimido[4,5-d][1,3]Oxazine